2,4,6-triisopropylphenylacetylene C(C)(C)C1=C(C(=CC(=C1)C(C)C)C(C)C)C#C